BrC=1C=C(C=CC1F)CC1(CC(C1)NS(=O)(=O)C)C(=O)N 1-[(3-bromo-4-fluorophenyl)methyl]-3-methanesulfonamidocyclobutane-1-carboxamide